COC1=NC=CC(=C1C1=CC=2C(=CN=C(C2)NC(=O)[C@H]2[C@@H](C2)C=O)N1C)OC trans-N-[2-(2,4-dimethoxypyridin-3-yl)-1-methylpyrrolo[2,3-c]pyridin-5-yl]-2-formylcyclopropane-1-carboxamide